1-cyclohexylpropan-2-yn-1-ol C1(CCCCC1)C(C#C)O